C(C)N1C=NC=C1CN1C=NC2=C1C=C(C=C2)C(=O)O 1-[(1-ethyl-1H-imidazol-5-yl)methyl]-1H-benzimidazole-6-carboxylic acid